ClC1=C(C=CC=C1NC(=O)C=1N(C2=C(CN(CC2)C)N1)C)C1=C(C(=CC=C1)NC(=O)C1=NC=C(C(=C1)OC)C=C)C N-(2-chloro-3'-(4-methoxy-5-vinylpyridinoylamino)-2'-methyl-[1,1'-biphenyl]-3-yl)-1,5-dimethyl-4,5,6,7-tetrahydro-1H-imidazo[4,5-c]pyridine-2-carboxamide